IC1=CC=C(C=C1)[S+](C1=CC=CC=C1)C1=CC=CC=C1 (4-iodophenyl)diphenylsulfonium